(9H-Fluoren-9-yl)methyl ((1R,5S,6s)-3-azabicyclo[3.1.0]hexan-6-yl)((6-(1,3-dimethyl-1H-pyrazol-4-yl)pyridazin-3-yl)methyl)carbamate 2,2,2-trifluoroacetate FC(C(=O)O)(F)F.[C@@H]12CNC[C@H]2C1N(C(OCC1C2=CC=CC=C2C=2C=CC=CC12)=O)CC=1N=NC(=CC1)C=1C(=NN(C1)C)C